N-(5-aminopyridin-2-yl)-5-methylpyrazin-2-carboxamide NC=1C=CC(=NC1)NC(=O)C1=NC=C(N=C1)C